1-[(1r,4r)-4-[(2-{3-[(4-methane-sulfonyl-2-methoxy-phenyl)amino]prop-1-yn-1-yl}-1-(2,2,2-trifluoroethyl)-1H-indol-4-yl)amino]cyclohexyl]piperidin-4-ol CS(=O)(=O)C1=CC(=C(C=C1)NCC#CC=1N(C2=CC=CC(=C2C1)NC1CCC(CC1)N1CCC(CC1)O)CC(F)(F)F)OC